6-azido-8-(4,4-difluoropiperidin-1-yl)quinoline tert-butyl-N-[4-[2-[4-[3-(2,6-dioxo-3-piperidyl)-1-methyl-indazol-6-yl]piperazin-1-yl]ethyl]cyclohexyl]carbamate C(C)(C)(C)OC(NC1CCC(CC1)CCN1CCN(CC1)C1=CC=C2C(=NN(C2=C1)C)C1C(NC(CC1)=O)=O)=O.N(=[N+]=[N-])C=1C=C2C=CC=NC2=C(C1)N1CCC(CC1)(F)F